C(C)(C)(C)OC(=O)N1[C@@H](C[C@H](C1)O[Si](C)(C)C(C)(C)C)C=1OC(=NN1)[C@H](CCC(NC(C1=CC=CC=C1)(C1=CC=CC=C1)C1=CC=CC=C1)=O)N (2S,4R)-2-(5-((S)-1-amino-4-oxo-4-(tritylamino)butyl)-1,3,4-oxadiazol-2-yl)-4-((tert-butyldimethylsilyl)oxy)tetrahydropyrrole-1-carboxylic acid tert-butyl ester